di(hydroxymethyl)phosphinic acid OCP(O)(=O)CO